S1C2=C(C=C1)C(=CC=C2)N2CCN(CC2)CCCCONC2=CC=CC=C2 [4-[4-(benzo[b]thiophene-4-yl)piperazine-1-yl]butoxy]aniline